COCCS(=O)(=O)N1CCC(CC1)CC1=CC=2N(C=C1)N=CC2N2C(NC(CC2)=O)=O 1-(5-((1-((2-methoxyethyl)sulfonyl)piperidin-4-yl)methyl)pyrazolo[1,5-a]pyridin-3-yl)dihydropyrimidine-2,4(1H,3H)-dione